(S)-2,2'-bis[bis(3,5-diisopropyl-4-dimethylaminophenyl)phosphino]-6,6'-dimethoxy-1,1'-biphenyl C(C)(C)C=1C=C(C=C(C1N(C)C)C(C)C)P(C1=C(C(=CC=C1)OC)C1=C(C=CC=C1OC)P(C1=CC(=C(C(=C1)C(C)C)N(C)C)C(C)C)C1=CC(=C(C(=C1)C(C)C)N(C)C)C(C)C)C1=CC(=C(C(=C1)C(C)C)N(C)C)C(C)C